5-chloro-7-methylindoline-2,3-dione ClC=1C=C2C(C(NC2=C(C1)C)=O)=O